C(CCCCC)C1(C(=O)OCCCC1)CCCCCC di-n-hexyl-ε-caprolactone